N-(2-(((S)-2-methylpyrrolidin-1-yl)methyl)-1H-benzo[d]imidazol-5-yl)nicotinamide C[C@@H]1N(CCC1)CC1=NC2=C(N1)C=CC(=C2)NC(C2=CN=CC=C2)=O